N1=C(C=CC=C1)CN pyridin-2-ylmethanamine